FC=1C=C2C(=CC=NC2=CC1)N1CCN(CC1)[C@H](C)C1=NC2=C(N1)C=C(C=C2)C(=O)OC methyl (R)-2-(1-(4-(6-fluoroquinolin-4-yl)piperazin-1-yl)ethyl)-1H-benzo[d]imidazole-6-carboxylate